BrC1=C(C=CC(=C1)Cl)C1=NN(CC1)C(=O)OC(C)(C)C tert-Butyl 3-(2-bromo-4-chlorophenyl)-4,5-dihydro-1H-pyrazole-1-carboxylate